benzyl (2-((2-(2-hydroxyethoxy)ethyl)amino)ethyl)(methyl)carbamate OCCOCCNCCN(C(OCC1=CC=CC=C1)=O)C